N[C@@]1(CN(CC1)C1=C(C=NC(=C1C1=CC(=CC(=C1)F)F)C#N)C(=O)NC1CCC(CC1)(F)F)C 4-[(3S)-3-amino-3-methylpyrrolidin-1-yl]-6-cyano-N-(4,4-difluorocyclohexyl)-5-(3,5-difluorophenyl)pyridine-3-carboxamide